2-[4-(6-Ethoxy-1'-methyl-6'-oxo-1',6'-dihydro-[3,4']bipyridinyl-3'-yl)-pyrazol-1-yl]-benzoic acid C(C)OC1=CC=C(C=N1)C=1C(=CN(C(C1)=O)C)C=1C=NN(C1)C1=C(C(=O)O)C=CC=C1